C(C)(C)(C)OC(=O)N1CC2=C(C=CC=C2CC1)B(O)O (2-(t-butoxycarbonyl)-1,2,3,4-tetrahydroisoquinolin-8-yl)boronic acid